2-fluoro-6-[(2-chlorobenzyl)amino]-9-(oxetan-2-yl)-9H-purine FC1=NC(=C2N=CN(C2=N1)C1OCC1)NCC1=C(C=CC=C1)Cl